C1(CC1)C1=NC=NC(=C1C1=NC=C2C(=N1)N(N=C2)CC2=CC(=C(C=C2)C=2N(C=C(N2)C(F)(F)F)C)F)OC 6-(4-cyclopropyl-6-methoxypyrimidin-5-yl)-1-(3-fluoro-4-(1-methyl-4-(trifluoromethyl)-1H-imidazol-2-yl)benzyl)-1H-pyrazolo[3,4-d]pyrimidine